trichlorochloroethylene ClC(=C(Cl)Cl)Cl